COCC(C)(C)NC=1C2=C(N=C(N1)NC1=C(C=C(C=C1)S(=O)(=O)C)OC)NC=C2C#N 4-((1-methoxy-2-methylpropan-2-yl)amino)-2-((2-methoxy-4-(methyl-sulfonyl)phenyl)amino)-7H-pyrrolo[2,3-d]pyrimidine-5-carbonitrile